C1(=CC=CC=C1)C=CC(=O)OC methyl 3-phenylprop-2-enoate